hexahydro-4,7-methanoindane C1CCC2C3CCC(C12)C3